N-{5-[(1-acetylpiperidin-4-yl)methoxy]-1,3-benzothiazol-2-yl}-2'-chloro-5'-methoxy-6-methyl-[4,4'-bipyridine]-3-carboxamide C(C)(=O)N1CCC(CC1)COC=1C=CC2=C(N=C(S2)NC(=O)C=2C=NC(=CC2C2=CC(=NC=C2OC)Cl)C)C1